C1(=CC=CC=C1)C(=C)C=1N=CC(=NC1)N1CCC2(CC1)[C@@H](C1=CC=CC=C1C2)NC(OC(C)(C)C)=O (S)-tert-butyl (1'-(5-(1-phenylvinyl)pyrazin-2-yl)-1,3-dihydrospiro[indene-2,4'-piperidin]-1-yl)carbamate